2-chloro-5-(ethoxymethyl)-N-methylpyrimidin-4-amine ClC1=NC=C(C(=N1)NC)COCC